N-[2-(2-amino-3-chloroanilino)-1-cyclooctyl-2-oxoethyl]-3-methylisoxazole-4-carboxamide NC1=C(NC(C(C2CCCCCCC2)NC(=O)C=2C(=NOC2)C)=O)C=CC=C1Cl